5-Bromo-2,3-dihydrobenzo[b]furan-7-carboxylic Acid BrC1=CC2=C(OCC2)C(=C1)C(=O)O